C(C)(C)(C)OC(=O)N1CC(=CCC1)C1=CC(N(C=C1)C(C(=O)O)C)=O 2-(1-(t-butoxycarbonyl)-2'-oxo-1,2,5,6-tetrahydro-[3,4'-bipyridin]-1'(2'H)-yl)propionic acid